methyl 3-chloro-6-methylpyrazine-2-carboxylate ClC=1C(=NC(=CN1)C)C(=O)OC